C1(CC1)CC1=C(C(=NN1C=1SC=C(N1)C(=O)OCC)C1=CC(=C(C=C1)F)C#CC1(COC1)O)CC1=CC(=C(C=C1)S(N)(=O)=O)F ethyl 2-(5-(cyclopropylmethyl)-3-(4-fluoro-3-((3-hydroxyoxetan-3-yl)ethynyl)phenyl)-4-(3-fluoro-4-sulfamoylbenzyl)-1H-pyrazol-1-yl)thiazole-4-carboxylate